NCC1=CC=C(C=C1)P(C)(C)=O (4-(aminomethyl)phenyl)dimethylphosphine oxide